FC=1C=C(C=CC1)C=1C=C(C=NC1)C1=NOC2(C1C1CCC2C1)C(=O)NC=1C=C2C=NNC2=CC1 3-(5-(3-fluorophenyl)pyridin-3-yl)-N-(1H-indazol-5-yl)-3a,4,5,6,7,7a-hexahydro-4,7-methylenebenzo[d]isoxazole-7a-carboxamide